(4-(3,3-dimethylcyclopent-1-en-1-yl)pyrazolo[1,5-b]pyridazin-6-yl)pyrimidine-2,4(1H,3H)-dione CC1(C=C(CC1)C=1C=2N(N=C(C1)N1C(NC(C=C1)=O)=O)N=CC2)C